FC1=NC=CC(=C1)C=1NC=2C(=NC(=CC2)C(F)(F)F)N1 2-(2-Fluoro-4-pyridyl)-5-(trifluoromethyl)imidazo[4,5-b]pyridin